O=C1N(C(C2=CC=CC=C12)=O)[C@H](CS(=O)(=O)Cl)C(C)C (S)-2-(1,3-dioxoisoindolin-2-yl)-3-methylbutane-1-sulfonyl chloride